ClC1=CN=C(O1)N 5-chloro-1,3-oxazol-2-amine